4-amino-5-(butan-2-yl)-2-fluoro-3-(prop-1-en-2-yl)benzonitrile NC1=C(C(=C(C#N)C=C1C(C)CC)F)C(=C)C